C1(CC1)C1=CC=C(C=N1)C=1C=C(C=CC1)C1(CCC(CC1)O)C(=O)NC[C@@H]1CC[C@H](CC1)C1=CC(=C(C=C1)OC)C trans-(3-(6-Cyclopropylpyridin-3-yl)phenyl)-4-hydroxy-N-((trans-4-(4-methoxy-3-methylphenyl)cyclohexyl)methyl)-cyclohexanecarboxamide